BrC=1C=CC=C2C=3C(\C(\CC(C3N(C12)COCC[Si](C)(C)C)(C)C)=C/O)=O (Z)-8-bromo-3-(hydroxymethylene)-1,1-dimethyl-9-((2-(trimethylsilyl)ethoxy)methyl)-1,2,3,9-tetrahydro-4H-carbazol-4-one